C(C)C(CC)(CCCCCCCC)C=1C(=CC2=CC=CC=C2C1)C1=CC2=CC=CC=C2C=C1 3-(3-ethyl-3-undecyl)-(2,2'-binaphthyl)